4-[1-(4-Fluoro-phenyl)-1H-[1,2,3]triazol-4-yl]-piperidine, dihydrochloride Cl.Cl.FC1=CC=C(C=C1)N1N=NC(=C1)C1CCNCC1